CC1=CC(=NN1COC(C(CC1=CC=CC=C1)N)=O)C1=NN2C(N=C(C=C2N2CCOCC2)N2N=C(C=C2)C=2C=C(C=CC2)C)=C1 [5-methyl-3-[7-morpholino-5-[3-(m-tolyl)pyrazol-1-yl]pyrazolo[1,5-a]pyrimidin-2-yl]pyrazol-1-yl]methyl-2-amino-3-phenyl-propanoate